CNC(=O)C1=C(C=NN1CCBr)[N+](=O)[O-] n-methyl-1-(2-bromoethyl)-4-nitro-1H-pyrazole-5-carboxamide